NC(C)(C)C1=CC=C(C=C1)C=1C=NC=C(C#N)C1 5-(4-(2-aminopropan-2-yl)phenyl)nicotinonitrile